N-{4-[4-(2-thienyl)phenoxy]tetrahydro-furan-3-yl}propane-2-sulfonamide S1C(=CC=C1)C1=CC=C(OC2C(COC2)NS(=O)(=O)C(C)C)C=C1